N-((1R)-3-cyano-3-azabicyclo[3.2.0]heptan-1-yl)-5-(2-(4-fluorophenoxy)phenyl)thiazole-2-carboxamide C(#N)N1C[C@]2(CCC2C1)NC(=O)C=1SC(=CN1)C1=C(C=CC=C1)OC1=CC=C(C=C1)F